1,6-diamino-2,2,3,3,4,4,5,5-octafluorohexane NCC(C(C(C(CN)(F)F)(F)F)(F)F)(F)F